oxotris(trimethylsilylmethyl)vanadium O=[V](C[Si](C)(C)C)(C[Si](C)(C)C)C[Si](C)(C)C